C(C)OC=1C=C(C=2N(C1)N=C1C2C=NN1)C=1C=CC(=NC1)N1C[C@H]2C([C@H]2C1)CN(C(OC(C)(C)C)=O)C(=O)OC(C)(C)C tert-butyl (((1R,5S,6R)-3-(5-(6-ethoxy-1H-pyrazolo[3',4':3,4]pyrazolo[1,5-a]pyridin-4-yl)pyridin-2-yl)-3-azabicyclo[3.1.0]hexan-6-yl)methyl)(tert-butyloxycarbonyl)carbamate